(E)-1,2-bisbenzothiazol-6-yl-diazene S1C=NC2=C1C=C(C=C2)\N=N\C2=CC1=C(N=CS1)C=C2